C(C)(=O)N1CCC2(CC1)CCC1=CC(=CC=C12)C1=C2C=CN=C(C2=CC=C1)N acetyl-5-(1-aminoisoquinolin-5-yl)-2,3-dihydrospiro[indene-1,4'-piperidine]